C1N(CCC12CCNCC2)C(=O)OCC ethyl 2,8-diazaspiro[4.5]decane-2-carboxylate